(2S,3R)-3-cyclopropylaziridine-2-carboxylic acid ethyl ester C(C)OC(=O)[C@H]1N[C@@H]1C1CC1